C(C)N(C(=O)OC=1C(=CC(=C(C1)SSSC1=C(C=C(C(=C1)OC(=O)N(CC)CC)Cl)C)C)Cl)CC bis(5-diethylaminocarbonyloxy-4-chloro-2-methylphenyl) trisulfide